6-((1-(1-(tert-butyl)-3-(4-chloro-3-fluorophenyl)-1H-pyrrolo[2,3-b]pyridine-6-carbonyl)piperidin-4-yl)amino)-2,4-dimethylnicotinic acid C(C)(C)(C)N1C=C(C=2C1=NC(=CC2)C(=O)N2CCC(CC2)NC2=NC(=C(C(=O)O)C(=C2)C)C)C2=CC(=C(C=C2)Cl)F